CC1=C(C(=CC=C1)C)C1NC(C=2N(C(C(=C(C21)C2=C(C=CC(=C2)F)O)C2=CC=C(C=C2)[N+](=O)[O-])=O)C2=CC=CC=C2)=O (2,6-dimethylphenyl)-4-(5-fluoro-2-hydroxyphenyl)-3-(4-nitrophenyl)-1-phenyl-5,6-dihydro-1H-pyrrolo[3,4-b]pyridine-2,7-dione